ClC[C@@H](O)C1=C(C=C(C=C1)Cl)Cl (1S)-2-chloro-1-(2,4-dichlorophenyl)ethanol